1-(5-(4-(5-cyanopyridin-2-yl)piperidine-1-carbonyl)-2-methylphenyl)-3-(tetrahydro-2H-pyran-4-yl)urea C(#N)C=1C=CC(=NC1)C1CCN(CC1)C(=O)C=1C=CC(=C(C1)NC(=O)NC1CCOCC1)C